CC(C)(C=CCC(C=C)(O)C)O 2,6-dimethyl-3,7-octadien-2,6-diol